2,4,6-trifluoro-phenylboronic acid FC1=C(C(=CC(=C1)F)F)B(O)O